[O+]1(SNCC1)[O-] dihydrooxathiazole-1-oxide